4-(2-(2-methoxyethoxy)phenyl)-1-(1,2,3,4-tetrahydroisoquinolin-6-yl)-6,7-dihydro-5H-cyclopenta[c]pyridin-3-ol COCCOC1=C(C=CC=C1)C=1C2=C(C(=NC1O)C=1C=C3CCNCC3=CC1)CCC2